bromo-N-(2-chloro-6-cyanopyrimidin-4-yl)-2-fluorobenzamide BrC=1C(=C(C(=O)NC2=NC(=NC(=C2)C#N)Cl)C=CC1)F